O[C@@H]1C[C@](CCC1)(C(=O)OCC)C |r| (±)-Trans-ethyl 3-hydroxy-1-methylcyclohexanecarboxylate